ClC1=C(C=CC=C1NC(=O)C=1N(C2=C(CN(CC2)C)N1)C)C1=C(C(=CC=C1)C1=NC(=C(C=C1)CNC1COC1)OC)C N-(2-Chloro-3'-(6-methoxy-5-((oxetan-3-ylamino)methyl)pyridin-2-yl)-2'-methyl-[1,1'-biphenyl]-3-yl)-1,5-dimethyl-4,5,6,7-tetrahydro-1H-imidazo[4,5-c]pyridine-2-carboxamide